COC1=CC=2N(C=C1C(=O)OC)C(=NN2)[C@@H]2C[C@@H](CCC2)NC2=NC=C(C(=N2)OC2COC2)C(F)(F)F methyl 7-methoxy-3-[(1S,3R)-3-[[4-(oxetan-3-yloxy)-5-(trifluoromethyl)pyrimidin-2-yl]amino]cyclohexyl]-[1,2,4]triazolo[4,3-a]pyridine-6-carboxylate